ClC=1N=CSC1C(=O)NC[C@@H](CC)C(N[C@H]1C2=C(C(N3N(C1=O)CC1(CC1)C3)=O)C=CC=C2)=O 4-Chloro-N-((R)-2-(((S)-5,11-dioxo-10,11-dihydro-1H,3H,5H-spiro[benzo[d]pyrazolo[1,2-a][1,2]diazepin-2,1'-cyclopropan]-10-yl)carbamoyl)butyl)thiazol-5-carboxamid